Sodium acryloxydimethacrylate C(=O)(C=C)OC(C(=COC=C(C(=O)[O-])C)C)=O.[Na+]